Phenyl-ethylcinnamat C1(=CC=CC=C1)C(=C(C(=O)[O-])CC)C1=CC=CC=C1